2,2-difluoro-2-(4-((5-(trifluoromethyl)pyridin-2-yl)oxy)phenoxy)acetic acid FC(C(=O)O)(OC1=CC=C(C=C1)OC1=NC=C(C=C1)C(F)(F)F)F